C(#N)C=1C=CC(=C(C1)NS(=O)(=O)C=1C=C(C(=O)O)C=CC1C1CC1)C1=NC=CC=N1 3-(N-(5-cyano-2-(pyrimidin-2-yl)phenyl)sulfamoyl)-4-cyclopropylbenzoic Acid